NC1CN(C1)C1=NC2=C(C(=CC=C2C(=N1)N1C[C@H]2CC[C@@H](C1)N2)C2=CC(=CC1=CC=CC=C21)O)F 4-(2-(3-aminoazetidin-1-yl)-4-((1R,5S)-3,8-diazabicyclo[3.2.1]octan-3-yl)-8-fluoroquinazolin-7-yl)naphthalen-2-ol